ClC=1C(=NC=CC1)N1N=C(C=C1C(=O)NC=1C(=CC=2N(C1C(=O)NCC(F)(F)F)N=CC2)C)OC 6-(1-(3-Chloropyridin-2-yl)-3-methoxy-1H-pyrazol-5-carboxamido)-5-methyl-N-(2,2,2-trifluoroethyl)pyrazolo[1,5-a]pyridin-7-carboxamid